ClP1OC(C(O1)(C)C)(C)C 2-Chloro-4,4,5,5-tetra-methyl-1,3,2-dioxa-phospholane